C(C=C)[C@H]1[C@@H](CC1)S(=O)(=O)C1=NC=CC=N1 |r| racemic-trans-2-((2-allylcyclobutyl)sulfonyl)pyrimidine